4-(2-cyano-4-((4-fluorobenzyl)amino)phenyl)-N,N-dimethylpiperazine-1-carboxamide C(#N)C1=C(C=CC(=C1)NCC1=CC=C(C=C1)F)N1CCN(CC1)C(=O)N(C)C